diethyl pentylidenemalonate C(CCCC)=C(C(=O)OCC)C(=O)OCC